methyl 6-(4-benzyloxyphenoxy)-1-methyl-indazole-5-carboxylate C(C1=CC=CC=C1)OC1=CC=C(OC2=C(C=C3C=NN(C3=C2)C)C(=O)OC)C=C1